Ruthenium tetroxid [Ru](=O)(=O)(=O)=O